1-[(3S)-[4-amino-3-[(3,5-dimethoxyphenyl)ethynyl]-1H-pyrazolo[3,4-d]pyrimidin-1-yl]-1-pyrrolidinyl]-2-propen-1-one NC1=C2C(=NC=N1)N(N=C2C#CC2=CC(=CC(=C2)OC)OC)C2N(CCC2)C(C=C)=O